O=C1NC(CCC1N1C(C2=CC=C(C=C2C1=O)N1CCC2(CC(C2)NC(C2=NC=C(C=C2)N2CCN(CC2)CC=2C=NC=3C=C(C(NC3C2)=O)CC)=O)CC1)=O)=O N-(7-(2-(2,6-dioxopiperidin-3-yl)-1,3-dioxoisoindolin-5-yl)-7-azaspiro[3.5]nonan-2-yl)-5-(4-((7-ethyl-6-oxo-5,6-dihydro-1,5-naphthyridin-3-yl)methyl)piperazin-1-yl)picolinamide